ClC=1C=C(C=CC1F)NC(N([C@H](C)C1=CN(C(C2=CC=CC=C12)=O)CC)C)=O (R)-3-(3-chloro-4-fluorophenyl)-1-methyl-1-(1-(2-ethyl-1-oxo-1,2-dihydroisoquinolin-4-yl)ethyl)urea